ClC1=CC(=C(C=C1)C=CC(=O)C=1C(=C(C=CC1)C1CCN(CC1)C(=O)OC(C)(C)C)O)F tert-butyl 4-(3-(3-(4-chloro-2-fluorophenyl)acryloyl)-2-hydroxyphenyl)piperidine-1-carboxylate